CC=1NC=2N(C(C1CC=1C=NC=CC1)=O)N=C(C2N2CCCCC2)C2=CC=CC=C2 5-methyl-2-phenyl-3-(piperidin-1-yl)-6-(pyridin-3-ylmethyl)pyrazolo[1,5-a]pyrimidin-7(4H)-one